Triethylphosphine Oxide C(C)P(CC)(CC)=O